COC=1C=C(C=C2C(=CC(NC12)=O)C)NC(=O)C=1C=C2C(=NC1N1[C@@H]3CO[C@H](C1)C3)COC2 N-(8-methoxy-4-methyl-2-oxo-1H-quinolin-6-yl)-2-[(1S,4S)-2-oxa-5-azabicyclo[2.2.1]hept-5-yl]-5,7-dihydrofuro[3,4-b]pyridine-3-carboxamide